2-methoxy-N-(methoxymethyl)-N-((trimethylsilyl)methyl)ethylamine COCCN(C[Si](C)(C)C)COC